4-{[(2S)-2-{4-[5-CHLORo-2-(1H-1,2,3-TRIAZOL-1-YL)PHENYL]-5-METHOXY-2-OXOPYRIDIN-1(2H)-YL}BUTANOYL]AMINO}-2-FLUORoBENZAMID ClC=1C=CC(=C(C1)C1=CC(N(C=C1OC)[C@H](C(=O)NC1=CC(=C(C(=O)N)C=C1)F)CC)=O)N1N=NC=C1